C1(CCCCC1)N1C(=CC=2C1=C1C(=NC2)NC=C1)C1=CC=C(C=C1)C 1-cyclohexyl-2-(p-tolyl)-1,6-dihydrodipyrrolo[2,3-b:2',3'-d]pyridine